FC(C(=O)[O-])(F)F.C1=CC=CC=2C3=CC=CC=C3C(C12)COC(=O)N[C@@H](CCC[N+](C)(C)C)C(=O)O (S)-4-((((9H-fluoren-9-yl)methoxy)carbonyl)amino)-4-carboxy-N,N,N-trimethylbutan-1-aminium 2,2,2-trifluoroacetate